ClC=1C(=NC(=NC1)NC1CCN(CC1)CC1=C(C=C(C=C1)N1C(NC(CC1)=O)=O)F)C=1C=NN(C1CC1CC1)C 1-(4-((4-((5-chloro-4-(5-(cyclopropylmethyl)-1-methyl-1H-pyrazol-4-yl)pyrimidin-2-yl)amino)piperidin-1-yl)methyl)-3-fluorophenyl)dihydropyrimidine-2,4(1H,3H)-dione